{2-Amino-4-[(5-bromo-thiophen-2-ylmethyl)-amino]-phenyl}-carbamic acid ethyl ester C(C)OC(NC1=C(C=C(C=C1)NCC=1SC(=CC1)Br)N)=O